ethylenebis(oxyethylene)bis[3-(5-tert-butyl-hydroxy-m-tolyl) propionate] C(COCCC(C(=O)[O-])CC=1C(=C(C=C(C1)C(C)(C)C)C)O)OCCC(C(=O)[O-])CC=1C(=C(C=C(C1)C(C)(C)C)C)O